7-benzyl-2,4-dihydroxy-5,6,7,8-tetrahydro-1,7-naphthyridine-3-carbonitrile C(C1=CC=CC=C1)N1CCC=2C(=C(C(=NC2C1)O)C#N)O